6-fluoro-3-phenylquinazolin-4(3H)-one FC=1C=C2C(N(C=NC2=CC1)C1=CC=CC=C1)=O